N=1N(N=CC1)CC(=O)C=1C=CC(=C(C1)N1C(=NC2=C(C1=O)C=CC=N2)CN2CCN(CC2)C(COC2=CC=C(C=C2)Cl)=O)OC(C)C 3-(5-(2-(2H-1,2,3-triazol-2-yl)acetyl)-2-isopropoxyphenyl)-2-((4-(2-(4-chlorophenoxy)acetyl)piperazin-1-yl)methyl)pyrido[2,3-d]pyrimidin-4(3H)-one